tert-butyl 5-(hydroxymethyl)-2-azabicyclo(2.2.1)heptane-2-carboxylate OCC1C2CN(C(C1)C2)C(=O)OC(C)(C)C